CC1=C(C(=CC(=C1)C([2H])([2H])[2H])C)N=C1NC(N2C(C3=CC(=C(C=C3CC2)OC)OC)=C1)=O 2-((2,6-dimethyl-4-(methyl-d3)phenyl)imino)-9,10-dimethoxy-2,3,6,7-tetrahydro-4H-pyrimido[6,1-a]isoquinolin-4-one